C1(CC1)C=1C=CC=2N(C1)C=C(N2)CNC=2C=C(N=NC2)N N5-((6-cyclopropylimidazo[1,2-a]pyridin-2-yl)methyl)pyridazine-3,5-diamine